sulfosuccinamide sodium salt [Na+].S(=O)(=O)([O-])C(C(=O)[NH-])CC(=O)[NH-].[Na+].[Na+]